CN1N=C2C(=CC(=CC2=C1)C1=NN2C(S1)=NC(=C2)C2CCNCC2)C#N 2-methyl-5-[6-(4-piperidyl)imidazo[2,1-b][1,3,4]thiadiazol-2-yl]indazole-7-carbonitrile